methyl (1R,2S,5S)-3-((S)-2-amino-2-cyclopropylacetyl)-6,6-dimethyl-3-azabicyclo[3.1.0]hexane-2-carboxylate hydrochloride Cl.N[C@H](C(=O)N1[C@@H]([C@H]2C([C@H]2C1)(C)C)C(=O)OC)C1CC1